[2-(4-fluorophenyl)-2-oxoethyl]malononitrile FC1=CC=C(C=C1)C(CC(C#N)C#N)=O